tert-butyl (7s,8as)-7-((E)-3-(3,4-difluorophenyl) but-2-en-1-yl)-6-oxohexahydropyrrolo[1,2-a]pyrazine-2(1H)-carboxylate FC=1C=C(C=CC1F)/C(=C/C[C@H]1C[C@@H]2N(CCN(C2)C(=O)OC(C)(C)C)C1=O)/C